N,N-diethyl-2-[(4-fluoro-2-methoxy-phenyl)methyl]thiophene-3-carboxamide C(C)N(C(=O)C1=C(SC=C1)CC1=C(C=C(C=C1)F)OC)CC